CN(C(=O)C=1OC=CC1)C N,N-dimethylfuran-2-carboxamide